ClC1=NC=CC2=CC(=C(C=C12)OC)OC 1-chloro-6,7-dimethoxy-isoquinoline